FC(C(C(S(=O)(=O)[O-])(F)F)(F)F)(S(=O)(=O)[O-])F.CC1C2(CC3CC(CC1C3)C2)CC(=O)OCOC2=C(C=CC=C2)[S+](C2=CC=CC=C2)C2=C(C=CC=C2)OCOC(CC23C(C1CC(CC(C2)C1)C3)C)=O.CC3C1(CC2CC(CC3C2)C1)CC(=O)OCOC1=C(C=CC=C1)[S+](C1=CC=CC=C1)C1=C(C=CC=C1)OCOC(CC12C(C3CC(CC(C1)C3)C2)C)=O bis[bis[2-methyladamantylacetyloxymethoxyphenyl]phenylsulfonium] perfluoropropane-1,3-disulfonate